N[C@@H](COC(C(F)(F)F)(C)C)C=1N=C2N(N=CC(=C2)[C@@H](COC)N2C(N[C@@H](C2([2H])[2H])C(F)(F)F)=O)C1 |o1:26| (S*)-((S)-1-(2-((R)-1-amino-2-((1,1,1-trifluoro-2-methylpropan-2-yl)oxy)ethyl)imidazo[1,2-b]pyridazin-7-yl)-2-methoxyethyl)-4-(trifluoromethyl)imidazolidin-2-one-5,5-d2